(E)-1-cyclohexyl-3-(trifluoromethyl)pent-2-en-1-one C1(CCCCC1)C(\C=C(/CC)\C(F)(F)F)=O